OC1=C([C@H]2[C@H](O)[C@H](O)[C@@H](CO)O2)C(NC(N1)=O)=O 6-hydroxypseudouridine